2-[(1r,5s,6r)-6-(diethylcarbamoyl)-3-azabicyclo[3.1.0]hex-3-yl]-6-azaspiro[3.4]octane-6-carboxylic acid ethyl ester C(C)OC(=O)N1CC2(CC(C2)N2C[C@H]3C([C@H]3C2)C(N(CC)CC)=O)CC1